isopropyl ((2-((tert-butoxycarbonyl) amino) ethoxy) (perfluorophenoxy)phosphoryl)-L-alaninate C(C)(C)(C)OC(=O)NCCOP(=O)(OC1=C(C(=C(C(=C1F)F)F)F)F)N[C@@H](C)C(=O)OC(C)C